ClC1=NC(=C2C(=N1)N(N=C2)[C@H]2[C@@H]([C@@H]([C@H](O2)CO[C@](CS(=O)(=O)C)(C)P(O)(O)=O)O)O)NC2CCCC2 ((R)-2-(((2R,3S,4R,5R)-5-(6-chloro-4-(cyclopentylamino)-1H-pyrazolo[3,4-d]pyrimidin-1-yl)-3,4-dihydroxytetrahydro-furan-2-yl)methoxy)-1-(methyl-sulfonyl)propan-2-yl)phosphonic acid